2-bromo-4-methoxy-1-(1-methoxyethyl)benzene BrC1=C(C=CC(=C1)OC)C(C)OC